Benzyl (2E)-3-{4-[2-(5-tert-butyl-2-methoxyphenyl)-1,3-dioxolan-2-yl]phenyl}prop-2-enoate C(C)(C)(C)C=1C=CC(=C(C1)C1(OCCO1)C1=CC=C(C=C1)/C=C/C(=O)OCC1=CC=CC=C1)OC